ClC=1C=CC(=NC1C=1C=NN(C1)[C@H](C)C1=CC=C(C=C1)F)C1=CC=2N(C=C1)N=C(N2)N |r| racemic-7-(5-chloro-6-(1-(1-(4-fluorophenyl)ethyl)-1H-pyrazol-4-yl)pyridin-2-yl)-[1,2,4]triazolo[1,5-a]pyridin-2-amine